tert-butyl methyl(1-(5-(trifluoromethyl)pyrimidin-2-yl)piperidin-4-yl)carbamate CN(C(OC(C)(C)C)=O)C1CCN(CC1)C1=NC=C(C=N1)C(F)(F)F